3-(5-((4-(5-((1r,3r)-3-((5-(5H-pyrido[4,3-b]indol-7-yl)pyridin-2-yl)oxy)cyclobutoxy)pyridin-2-yl)but-3-yn-1-yl)oxy)-1-oxoisoindolin-2-yl)piperidine-2,6-dione C1=NC=CC=2NC=3C=C(C=CC3C21)C=2C=CC(=NC2)OC2CC(C2)OC=2C=CC(=NC2)C#CCCOC=2C=C1CN(C(C1=CC2)=O)C2C(NC(CC2)=O)=O